(2R,4S)-N-((S)-1-(((6-amino-2-methylpyridin-3-yl)methyl)amino)-1-oxopropan-2-yl)-4-((5-chlorothien-3-yl)methyl)pyrrolidine-2-carboxamide dihydrochloride Cl.Cl.NC1=CC=C(C(=N1)C)CNC([C@H](C)NC(=O)[C@@H]1NC[C@H](C1)CC1=CSC(=C1)Cl)=O